5-[1-(tert-butoxycarbonyl)piperidin-4-yl]-4-chlorothiophene-2-carboxylic acid C(C)(C)(C)OC(=O)N1CCC(CC1)C1=C(C=C(S1)C(=O)O)Cl